BrC1=CN(C=2N=C(N=CC21)Cl)CC2=CC=C(C=C2)C=2N(C=C(N2)C(F)(F)F)C(C)C 5-bromo-2-chloro-7-(4-(1-isopropyl-4-(trifluoromethyl)-1H-imidazol-2-yl)benzyl)-7H-pyrrolo[2,3-d]pyrimidine